(S)-N-(3-((3-aminopiperidin-1-yl)methyl)-5-(4-methyl-1H-imidazol-1-yl)phenyl)-4-(3-(methylsulfonyl)phenyl)picolinamide N[C@@H]1CN(CCC1)CC=1C=C(C=C(C1)N1C=NC(=C1)C)NC(C1=NC=CC(=C1)C1=CC(=CC=C1)S(=O)(=O)C)=O